(3,5-bis((2-(1-hydroxy-1,3-dihydrobenzo[c][1,2]oxaborol-7-yl)acetamido)methyl)benzoyl)glutamic acid methyl-6-fluoro-2-methyl-1,3-benzoxazole-4-carboxylate CC1=C(C=C2C(N=C(O2)C)=C1C(=O)O)F.OB1OCC2=C1C(=CC=C2)CC(=O)NCC=2C=C(C(=O)N[C@@H](CCC(=O)O)C(=O)O)C=C(C2)CNC(CC2=CC=CC1=C2B(OC1)O)=O